C(C)OC(CC(C1=C(C2=C(N(N=N2)C)C(=C1)C)C)C=1C=C(C2=C(C=CS2)C1)CO)=O 3-[7-(Hydroxymethyl)-1-benzothien-5-yl]-3-(1,4,7-trimethyl-1H-benzotriazol-5-yl)propionic acid ethyl ester